((3-(hydroxymethyl)pyridin-2-yl)amino)-3-((6-methoxy-2-methyl-1,2,3,4-tetrahydroisoquinolin-7-yl)amino)-1,2,4-triazine-6-carboxamide OCC=1C(=NC=CC1)NC=1N=C(N=NC1C(=O)N)NC1=C(C=C2CCN(CC2=C1)C)OC